N1C(C=CC=C1)=N pyridinimine